Rac-5-[[2-[(2S,3R,6S)-2,3-dimethyl-6-phenyl-1-piperidyl]-2-oxo-acetyl]amino]pyridine-3-carboxamide C[C@@H]1N([C@@H](CC[C@H]1C)C1=CC=CC=C1)C(C(=O)NC=1C=C(C=NC1)C(=O)N)=O |r|